calcium 2,4,6-triethylbenzenesulfonate C(C)C1=C(C(=CC(=C1)CC)CC)S(=O)(=O)[O-].[Ca+2].C(C)C1=C(C(=CC(=C1)CC)CC)S(=O)(=O)[O-]